2-chloro-11,11-dimethyl-benzo[b]fluorene ClC=1C=CC=2C=3C=C4C(=CC3C(C2C1)(C)C)C=CC=C4